NC1=C(C(=NC(=N1)N1CC2(COC2)C(C1)CN)C(=O)N)C1=C(C(=CC=C1)Cl)Cl 6-amino-2-[8-(aminomethyl)-2-oxa-6-azaspiro[3.4]octan-6-yl]-5-(2,3-dichlorophenyl)pyrimidine-4-carboxamide